C(C)N(C(C1=C(C=CC(=C1)F)OC1=C(N=CN=N1)N1CC2(CN(C2)C(C(C)C)CCCNCC(C)(C)OC)CC1)=O)C(C)C N-ethyl-5-fluoro-N-isopropyl-2-((5-(2-(6-((2-methoxy-2-methylpropyl)amino)-2-methylhexan-3-yl)-2,6-diazaspiro[3.4]octan-6-yl)-1,2,4-triazin-6-yl)oxy)benzamide